CN(CCC(=O)OCC)CCS(N)(=O)=O 2-Ethyl 3-(methyl (2-sulfamoylethyl)amino)propanoate